C(C)OC1=NC=CC=C1C1=NC=2C(N(C[C@@]3([C@@H](CN(CC3)C3=C(C(=CC=C3)F)C(F)(F)F)CC)C2C=C1)[C@@H]1CNCC1)=O |&1:15,16| rac-(3'S,5S)-2-(2-ethoxypyridin-3-yl)-3'-ethyl-1'-[3-fluoro-2-(trifluoromethyl)phenyl]-7-[(3S)-pyrrolidin-3-yl]spiro[6H-1,7-naphthyridine-5,4'-piperidine]-8-one